CN1C2CN(CC1CC2)C2=CC(=C1CN(C(C1=C2)=O)C2=CC(=CC=C2)[C@@](C(C2=NN=CN2C)(F)F)(C)F)C(F)(F)F 6-(8-Methyl-3,8-diazabicyclo[3.2.1]octan-3-yl)-2-(3-((R)-1,1,2-trifluoro-1-(4-methyl-4H-1,2,4-triazol-3-yl)propan-2-yl)phenyl)-4-(trifluoromethyl)isoindolin-1-one